FC(S(=O)(=O)OC1=CC=CC2=CC=CC(=C12)C(F)(F)F)(F)F 8-(trifluoromethyl)naphthalen-1-yl trifluoromethanesulfonate